3-(bromomethyl)-7-fluoro-2-methyl-1,3,4,5-tetrahydrobenzo[c][1,6]naphthyridin-6(2H)-one BrCC1N(CC=2C3=C(C(NC2C1)=O)C(=CC=C3)F)C